2,3-dihydro-1H-naphthalene C1CCCC2=CC=CC=C12